OC1=C(C=C(C=C1)S(=O)(=O)N)COC 4-hydroxy-3-(methoxymethyl)benzenesulfonamide